3'-O-[2-Cyanoethoxy(diisopropylamino)phosphino]-(R)-5'-O-(4,4'-dimethoxytrityl)-2'-O-methyl-5'-C-trifluoroacetylaminopropyl-uridine C(#N)CCOP(O[C@H]1[C@H]([C@@H](O[C@@H]1C(OC(C1=CC=C(C=C1)OC)(C1=CC=C(C=C1)OC)C1=CC=CC=C1)CCCNC(C(F)(F)F)=O)N1C(=O)NC(=O)C=C1)OC)N(C(C)C)C(C)C